CN1CCC(CC1)CN1N=C2C3=C(CCC2=C1)OC(=C3C(F)(F)F)C(=O)O 2-[(1-Methylpiperidin-4-yl)methyl]-8-(trifluoromethyl)-4,5-dihydro-2H-furo[2,3-g]indazole-7-carboxylic acid